COC(=O)[C@@H]1[C@@H]2C(C[C@H](C1)C2)=O (1R,2S,4S)-6-oxo-bicyclo[2.2.1]heptane-2-carboxylic acid methyl ester